(6-chloro-pyridin-2-yl)-amine ClC1=CC=CC(=N1)N